O[C@H]1[C@@H]([C@@H]2[C@@H](OC3=C2C=CC=C3CCCC(=O)[O-])C1)\C=C\[C@H]([C@@H](CC#CC)C)O.[Na+] |r| Monosodium (1RS,2RS,3aSR,8bSR)-2,3,3a,8b-tetrahydro-2-hydroxy-1-[(1E,3SR,4RS)-3-hydroxy-4-methyloct-1-en-6-yn-1-yl]-1H-cyclopenta[b]benzofuran-5-butanoate